FC1=C(C=C(C=C1)NC=1C(C(C1O)=O)=O)C1=NN=NN1 3-((4-fluoro-3-(1H-tetrazol-5-yl)phenyl)amino)-4-hydroxycyclobut-3-ene-1,2-dione